C1(CC1)CNS(=O)(=O)C=1C=NC(=NC1)N1CCC(CC1)N1C2=C(N(C(C1=O)=O)C)C=C(C=N2)C=2COCC2 N-(cyclopropylmethyl)-2-(4-(7-(2,5-dihydrofuran-3-yl)-1-methyl-2,3-dioxo-2,3-dihydropyrido[2,3-b]pyrazin-4(1H)-yl)piperidin-1-yl)pyrimidine-5-sulfonamide